C(C)(C)(C)NC/C=C/C(=O)NC1=C(C=C(C=C1)C(=O)C1=CC=C2C(=CC=CN12)C1=C(C2=C(N(C=N2)C)C=C1C)C(=C)C)C#N (E)-4-(tert-butylamino)-N-(2-cyano-4-(8-(1,6-dimethyl-4-(prop-1-en-2-yl)-1H-benzo[d]imidazol-5-yl)indolizine-3-carbonyl)phenyl)but-2-enamide